N1-((1r,3r,5r,7r)-adamantan-2-yl)-N2-benzylethane-1,2-diamine C12C(C3CC(CC(C1)C3)C2)NCCNCC2=CC=CC=C2